BrC1=CSC2=NC=C(C=C21)F 3-bromo-5-fluorothieno[2,3-b]pyridine